6-((2,2-difluoro-1-hydroxy-7-(trifluoromethylsulfanyl)-2,3-dihydro-1H-inden-4-yl)oxy)-4-(trifluoromethyl)pyridinecarbonitrile FC1(C(C2=C(C=CC(=C2C1)OC1=CC(=CC(=N1)C#N)C(F)(F)F)SC(F)(F)F)O)F